C(CCCCC)=N.[Fe] iron hexaanimine